2-amino-6-{[(tert-butoxy)carbonyl]amino}hexanoic acid NC(C(=O)O)CCCCNC(=O)OC(C)(C)C